(Z)-S-(2-(N-((4-amino-2-methylpyrimidin-5-yl)methyl)formamido)-5-hydroxypent-2-en-3-yl) 1-(3-bromophenyl)cyclopropane-1-carbothioate BrC=1C=C(C=CC1)C1(CC1)C(S\C(=C(\C)/N(C=O)CC=1C(=NC(=NC1)C)N)\CCO)=O